CC=1C(=NC=CC1)C=1C(=NC=CC1C)C(=O)N1[C@@H]2[C@@H](C[C@H](C1)C2)NC2=NC=C(C=C2)C(F)(F)F (3,4'-dimethyl-[2,3'-bipyridine]-2'-yl)((1S,4S,6R)-6-((5-(trifluoromethyl)pyridin-2-yl)amino)-2-azabicyclo[2.2.1]hept-2-yl)methanone